OCC1=CC=2SC3=CC=C(C=C3SC2C=C1)CO 2,7-di(hydroxymethyl)-thianthrene